FC1=C(C(=CC=C1)OC)N1N=C2C(=CC1=O)NN=C2C=2C=NC(=CC2)N2CCOCC2 5-(2-fluoro-6-methoxyphenyl)-3-(6-morpholinopyrid-3-yl)-1H-pyrazolo[4,3-c]pyridazin-6(5H)-one